2-(4-acetamido-2-acetylphenoxy)acetic acid ethyl ester C(C)OC(COC1=C(C=C(C=C1)NC(C)=O)C(C)=O)=O